C(C)(=O)NCC1CCN(CC1)CC1=CC(=NC(=C1)C1=CC(=CC(=C1)Cl)Cl)OC=1C=NC(=NC1)N1CCN(CC1)CCC(=O)O 3-(4-(5-((4-((4-(acetamidomethyl)piperidin-1-yl)methyl)-6-(3,5-dichlorophenyl)pyridin-2-yl)oxy)pyrimidin-2-yl)piperazin-1-yl)propanoic acid